ClC=1C=NC(=C2C(C=C(N(C12)C1=C(C=CC=C1Cl)Cl)CO)=O)OC[C@@H](CO)O (R)-8-chloro-1-(2,6-dichlorophenyl)-5-(2,3-dihydroxypropoxy)-2-(hydroxymethyl)-1,6-naphthyridin-4(1H)-one